O=S1(N(CC(N1)=O)C=1C(=C(C=CC1O)C1=C[C@@H](N(C1)C(=O)O[C@H](C)OC(C(C)C)=O)CCC(C)C)F)=O (R)-1-(isobutyryloxy)ethyl (S)-4-(3-(1,1-dioxido-4-oxo-1,2,5-thiadiazolidin-2-yl)-2-fluoro-4-hydroxyphenyl)-2-isopentyl-2,5-dihydro-1H-pyrrole-1-carboxylate